Tert-butyl N-[4-[4-[1-(2,6-dioxo-3-piperidyl)-3-methyl-2-oxo-benzimidazol-5-yl] but-3-ynoxy] butyl]-N-methyl-carbamate O=C1NC(CCC1N1C(N(C2=C1C=CC(=C2)C#CCCOCCCCN(C(OC(C)(C)C)=O)C)C)=O)=O